COC1=CC=C(CN2N=CC=C2C(=O)O)C=C1 1-(4-methoxybenzyl)-1H-pyrazole-5-carboxylic acid